COC(=O)C=1N=CC(CC1C(=O)OC)(CBr)CBr 5,5-dibromomethyl-2,3-pyridinedicarboxylic acid dimethyl ester